6-[(4-Bromoimidazol-1-yl)methyl]-2-azaspiro[3.3]heptane-2-carboxylic acid tert-butyl ester C(C)(C)(C)OC(=O)N1CC2(C1)CC(C2)CN2C=NC(=C2)Br